(3R,7S)-2-(3,4-dichlorobenzoyl)-7-(hydroxymethyl)-3-methyl-9-(1-(2-(trifluoromethyl)pyridin-4-yl)ethyl)-1,2,3,4,8,9-hexahydropyrido[4',3':3,4]pyrazolo[1,5-a]pyrazin-10(7H)-one ClC=1C=C(C(=O)N2CC=3C(=NN4C3C(N(C[C@H]4CO)C(C)C4=CC(=NC=C4)C(F)(F)F)=O)C[C@H]2C)C=CC1Cl